1-(4-(benzooxazol-2-yl)phenyl)-3-(4-dodecyl-styryl)-5-(4-dodecyl-phenyl)-pyrazoline O1C(=NC2=C1C=CC=C2)C2=CC=C(C=C2)N2NC(=CC2C2=CC=C(C=C2)CCCCCCCCCCCC)C=CC2=CC=C(C=C2)CCCCCCCCCCCC